CC1=CC=C(C(=O)NC2=CC=C(C=C2)N2CCN(CC2)C=2SC=CN2)C=C1 4-Methyl-N-[4-[4-(1,3-thiazol-2-yl)piperazin-1-yl]phenyl]benzamid